2,2-difluoro-3-(fluoromethyl)-3-(trifluoromethyl)oxirane FC1(OC1(C(F)(F)F)CF)F